O=S1(NC2(CN(C2)C(=O)N2CC3(C2)CC(C3)OC=3C=CC(=C(C#N)C3)C(F)(F)F)CC1)=O 5-[[2-(6,6-dioxo-6lambda6-thia-2,5-diazaspiro[3.4]octane-2-carbonyl)-2-azaspiro[3.3]heptan-6-yl]oxy]-2-(trifluoromethyl)benzonitrile